P(=O)(OC(C)C)(OC(C)C)OCOC1=CC(=C(C(=C1)C)CC1=CC=C(C2=CC=CC=C12)O)C diisopropyl ((4-((4-hydroxynaphthalene-1-yl)methyl)-3,5-dimethylphenoxy)methyl) phosphate